N-((1,2,3,5,6,7-Hexahydro-s-indacen-4-yl)carbamoyl)-1-(pyrimidin-5-ylmethyl)azetidine-3-sulfonamide, potassium salt [K].C1CCC2=C(C=3CCCC3C=C12)NC(=O)NS(=O)(=O)C1CN(C1)CC=1C=NC=NC1